C(C)(C)(C)OC(=O)N1CCC2(CC1)C(NC1=NC=C(C=C1C2)\C=C\C(N2CC=C(CC2)CC=2SC=CN2)=O)=O (E)-tert-Butyl-2-oxo-6-(3-oxo-3-(4-(thiazol-2-ylmethyl)-5,6-dihydropyridin-1(2H)-yl)prop-1-en-1-yl)-2,4-dihydro-1H-spiro[[1,8]naphthyridin-3,4'-piperidin]-1'-carboxylat